{4-[4-(4-bromo-phenylcarbamoyl)-benzoylamino]-benzyl}-carbamic acid tert-butyl ester C(C)(C)(C)OC(NCC1=CC=C(C=C1)NC(C1=CC=C(C=C1)C(NC1=CC=C(C=C1)Br)=O)=O)=O